2-(cyclohexyloxy)-4-(4-methoxyphenyl)-2-phenyl-butanoate C1(CCCCC1)OC(C(=O)[O-])(CCC1=CC=C(C=C1)OC)C1=CC=CC=C1